ClC=1C=C(C(=NC1)N1C([C@@H](N(C(C1)=O)CC1=CC=C(C=C1)C)C1CC(C1)O)=O)F (S)-1-(5-chloro-3-fluoro-pyridin-2-yl)-3-((1s,3R)-3-hydroxycyclobutyl)-4-(4-methylbenzyl)piperazine-2,5-dione